(5-methoxy-2-methyl-4-aminophenyl)-2,7-diazaspiro[3.5]nonane-7-carboxylic acid tert-butyl ester C(C)(C)(C)OC(=O)N1CCC2(CNC2C2=C(C=C(C(=C2)OC)N)C)CC1